CN1CCN(CC1)C=1C=CC(=NC1)NC=1N=CC2=C(C3=C(N(S2(=O)=O)CC=C)N=CC=C3)N1 N-[5-(4-methylpiperazin-1-yl)pyridin-2-yl]-6-(prop-2-en-1-yl)-6H-pyrido[2,3-c]pyrimido[4,5-e][1,2]thiazin-2-amine 5,5-dioxide